C(C=C)(=O)N1CC(=CCC1)C1=NC(=CC2=C1C=CN2C(C#N)(C)C)NC=2SC(=CN2)C 2-(4-(1-Acryloyl-1,2,5,6-tetrahydropyridin-3-yl)-6-((5-methylthiazol-2-yl)amino)-1H-pyrrolo[3,2-c]pyridin-1-yl)-2-methylpropanenitrile